CCC(C(=O)OCC1(N=C(C2=NC=NC2=N1)S)N)(C)OCC1=NN(C(=C1)C1=CC(=CC=C1)[N+](=O)[O-])CC1=C(C=CC=C1)Cl 2-amino-6-mercaptopurinemethanol Methyl-2-([1-[(2-chlorophenyl)methyl]-5-(3-nitrophenyl)-1H-pyrazole-3-yl]methoxy)-2-methylpropanoate